N-(4-(7-((1-ethylpiperidin-4-yl)methoxy)-6-methoxyquinazolin-4-yl)phenyl)-2-(4-isopropyl-1H-1,2,3-triazole-1-yl)acetamide C(C)N1CCC(CC1)COC1=C(C=C2C(=NC=NC2=C1)C1=CC=C(C=C1)NC(CN1N=NC(=C1)C(C)C)=O)OC